tert-butyl 2-(2-(3,3-dimethyltetrahydro-2H-pyran-4-yl)-5-fluorophenyl)-2-(3-(5-(5,6,7,8-tetrahydro-1,8-naphthyridin-2-yl)pentyloxy)azetidin-1-yl)acetate CC1(COCCC1C1=C(C=C(C=C1)F)C(C(=O)OC(C)(C)C)N1CC(C1)OCCCCCC1=NC=2NCCCC2C=C1)C